2-(aminomethoxy)-N-((1S,9S)-9-ethyl-5-fluoro-9-hydroxy-4-methyl-10,13-dioxo-1,2,3,9,10,12,13,15-octahydrobenzo[de]pyrano[3',4':6,7]indolizino[1,2-b]quinolin-1-yl)acetamide NCOCC(=O)N[C@H]1CCC=2C=3C1=C1C(=NC3C=C(C2C)F)C2=CC3=C(C(N2C1)=O)COC([C@]3(O)CC)=O